3-AMINOPYRAZINE-2-CARBOXYLIC ACID NC=1C(=NC=CN1)C(=O)O